(2Z)-3-chloro-2-hydrazono-1H-pyridine-4-carboxylic acid ClC=1/C(/NC=CC1C(=O)O)=N/N